9,10-bis(4-methylphenoxy)anthracene CC1=CC=C(OC=2C3=CC=CC=C3C(=C3C=CC=CC23)OC2=CC=C(C=C2)C)C=C1